3-(8-(3-Hydroxyphenyl)-2-imino-3-methyl-2,3-dihydro-1H-imidazo[4,5-c]quinolin-1-yl)-4-methylbenzonitrile OC=1C=C(C=CC1)C1=CC=2C3=C(C=NC2C=C1)N(C(N3C=3C=C(C#N)C=CC3C)=N)C